C[Si](CCOCN1N=C(N=N1)C=1C=C(C=NC1)C=1C=C(C=CC1)O)(C)C 3-(5-(2-((2-(trimethylsilyl)ethoxy)methyl)-2H-tetrazol-5-yl)pyridin-3-yl)phenol